(S)-6-((4-((2-hydroxy-1-phenylethyl)amino)-5-(1,3,4-oxadiazol-2-yl)pyrimidin-2-yl)amino)-1-isopropyl-2-methyl-1,2-dihydro-3H-pyrazolo[3,4-b]pyridin-3-one OC[C@H](C1=CC=CC=C1)NC1=NC(=NC=C1C=1OC=NN1)NC1=CC=C2C(=N1)N(N(C2=O)C)C(C)C